CN1N=CC(=C1)C=1C=C2C=C(N=CC2=CC1)NC(=O)C1=CN(C=C1)S(=O)(=O)N1CCN(CC1)C N-(6-(1-methyl-1H-pyrazol-4-yl)isoquinolin-3-yl)-1-((4-methylpiperazin-1-yl)sulfonyl)-1H-pyrrole-3-carboxamide